2-[(2R)-2-benzyloxypropoxy]-N-methyl-ethanamine C(C1=CC=CC=C1)O[C@@H](COCCNC)C